C(C=C)C1=C(C=CC=C1)C Allyltoluol